Pyridazin-4-yl triflate O(S(=O)(=O)C(F)(F)F)C1=CN=NC=C1